BrC1=C(C2=C(C(N3[C@@H](CO2)CN(CC3)C(=O)OC(C)(C)C)=O)C(=C1Cl)OC)Cl tert-butyl (12aR)-9-bromo-8,10-dichloro-7-methoxy-6-oxo-3,4,12,12a-tetrahydro-6H-pyrazino[2,1-c][1,4]benzoxazepine-2(1H)-carboxylate